C(CCCCCCCCCCCCCCCCC)OCC1CO1 glycidyl normal octadecyl ether